(S)-N-((R)-1-(4-cyanothiophen-2-yl)-2-methylpropyl)-2-methylpropane-2-sulfinamide C(#N)C=1C=C(SC1)[C@@H](C(C)C)N[S@@](=O)C(C)(C)C